C1(CCCC1)C(C1CCCC1)OC(C=C)=O Dicyclopentanylmethylacrylat